Cl.NC1CCN(CC1)C1=C(C(=C(C(=N1)S[C@@H](C(=O)N)C1=CC=CC=C1)C#N)CC)C#N (R)-2-((6-(4-aminopiperidin-1-yl)-3,5-dicyano-4-ethylpyridin-2-yl)thio)-2-phenylacetamide, Hydrochloride